1-N-acryloyl-4-(4-methylbenzenesulfonyloxy)piperidine C(C=C)(=O)N1CCC(CC1)OS(=O)(=O)C1=CC=C(C=C1)C